oxo-1-(1,3-thiazol-2-yl)-1,4-dihydro-1,8-naphthyridine-3-carboxylic acid O=C1C(=CN(C2=NC=CC=C12)C=1SC=CN1)C(=O)O